The molecule is a zwitterion obtained by transfer of a proton from the carboxy to the tertiary amino group of 15-demethylaclacinomycin T. It is a tautomer of a 15-demethylaclacinomycin T. CC[C@]1(C[C@@H](C2=C(C3=C(C=C2[C@H]1C(=O)[O-])C(=O)C4=C(C3=O)C(=CC=C4)O)O)O[C@H]5C[C@@H]([C@@H]([C@@H](O5)C)O)[NH+](C)C)O